heptaoctadecyloxycetyl alcohol C(CCCCCCCCCCCCCCCCC)OC(C(C(C(OCCCCCCCCCCCCCCCCCC)(OCCCCCCCCCCCCCCCCCC)O)(OCCCCCCCCCCCCCCCCCC)OCCCCCCCCCCCCCCCCCC)(OCCCCCCCCCCCCCCCCCC)OCCCCCCCCCCCCCCCCCC)CCCCCCCCCCCC